vinyl-benzamide C(=C)C1=C(C(=O)N)C=CC=C1